C(C)(C)(C)OC(=O)C=1C=CC2=C(N(C=N2)CC2OCC2)C1 1-(oxetan-2-ylmethyl)-benzo[d]imidazole-6-carboxylic acid tert-butyl ester